(S)-1-(3,4-dihydro-1H-[1,4]oxazino[4,3-b]indazol-1-yl)-N-methylmethanamine benzenesulfonate C1(=CC=CC=C1)S(=O)(=O)O.[C@H]1(OCCN2N=C3C=CC=CC3=C21)CNC